FC1=C(C=CC(=C1)C1=CC=C(C=C1)OCCNCCOC)C1=CC=C(C=C1)CCC [2-(2'-Fluoro-4-propyl-[1,1':4',1'']terphenyl-4''-yloxy)-ethyl]-(2-methoxy-ethyl)-amin